calcium pyrosulfite S(=O)(=O)([O-])S(=O)[O-].[Ca+2]